methyl 1-benzyl-3-bromo-5,6-dihydro-2H-pyridine-4-carboxylate C(C1=CC=CC=C1)N1CC(=C(CC1)C(=O)OC)Br